[5-(4-methoxyphenyl)-4-[(1-methylpyrazol-3-yl)methoxy]-2-pyridyl]hydrazine COC1=CC=C(C=C1)C=1C(=CC(=NC1)NN)OCC1=NN(C=C1)C